C(\C=C\C(=O)O)(=O)O.C(\C=C\C(=O)O)(=O)O.ClC=1C=CC(=C(CN2C[C@@H](CCC2)CN)C1)OCC1CC1 (S)-(1-(5-chloro-2-(cyclopropylmethoxy)benzyl)piperidin-3-yl)methanamine difumarate